3-(amino)propyl bromide NCCCBr